ClC=1C=C(NC2(CCC3(C(=CC4=CC=CC=C34)COCCC3=CC=C(C=C3)C)CC2)C(=O)O)C=CC1 (1s,4s)-4-(3-Chloroanilino)-2'-{[2-(4-methylphenyl)ethoxy]methyl}spiro[cyclohexane-1,1'-indene]-4-carboxylic acid